2-chloro-4-fluoro-5-[3-methyl-2,6-dioxo-4-(trifluoromethyl)-3,6-dihydropyrimidin-1(2H)-yl]benzenesulfonyl chloride ClC1=C(C=C(C(=C1)F)N1C(N(C(=CC1=O)C(F)(F)F)C)=O)S(=O)(=O)Cl